NC1=C2C(=C(N=N1)OC(C)C)N(C(=N2)CCCC)CC2=CC=C(CNC(OCC1=CC=C(C=C1)OC)=O)C=C2 4-methoxybenzyl (4-((4-amino-2-butyl-7-isopropoxy-1H-imidazo[4,5-d]pyridazin-1-yl)methyl)benzyl)carbamate